nickel-copper-iron-sodium manganese [Mn].[Na].[Fe].[Cu].[Ni]